OCCC1=CC=C(C=C1)[S+](C1=CC=C(C=C1)SC1=CC=C(C=C1)[S+](C1=CC=C(C=C1)CCO)C1=CC=C(C=C1)CCO)C1=CC=C(C=C1)CCO 4-(di(4-(2-hydroxyethyl)phenyl)sulfonio)phenyl sulfide